1-(5-(piperidin-4-ylmethyl)pyrazolo[1,5-a]pyridin-3-yl)dihydropyrimidine-2,4(1H,3H)-dione trifluoroacetate FC(C(=O)O)(F)F.N1CCC(CC1)CC1=CC=2N(C=C1)N=CC2N2C(NC(CC2)=O)=O